4-((1H-pyrazol-1-yl)methyl)-3-methoxybenzamide N1(N=CC=C1)CC1=C(C=C(C(=O)N)C=C1)OC